OC1=C(C=CC(=C1O)O)CCCCCCC(=O)CCCCCCC1=C(C(=C(C=C1)O)O)O 2,3,4-trihydroxyphenylhexyl ketone